1-(3-fluoro-2-methylbenzyl)-8-(2-hydroxyacetyl)-3-(6-methoxy-5-(1H-pyrazol-4-yl)pyridin-2-yl)-1,3,8-triazaspiro[4.5]decan-2-one FC=1C(=C(CN2C(N(CC23CCN(CC3)C(CO)=O)C3=NC(=C(C=C3)C=3C=NNC3)OC)=O)C=CC1)C